CC1=CC=CN1 5-methyl-1H-pyrrole